5-[[5-chloro-3-(2,2-difluoroethoxy)-2-pyridyl]oxy]-3-methyl-N-(3-methyl-1,1-dioxo-thietan-3-yl)imidazo[4,5-b]pyridine-2-carboxamide ClC=1C=C(C(=NC1)OC1=CC=C2C(=N1)N(C(=N2)C(=O)NC2(CS(C2)(=O)=O)C)C)OCC(F)F